BrC1=CC(=CC(=N1)[C@H](CC(=O)O)NC([C@H](CC(C)C)N1C(C=C(C(=C1)CCN(C)C)C(F)(F)F)=O)=O)C1=C(C=CC=C1C)C |o1:14| (S)-3-(6-bromo-4-(2,6-dimethylphenyl)pyridin-2-yl)-3-((S*)-2-(5-(2-(dimethyl-amino)ethyl)-2-oxo-4-(trifluoromethyl)pyridin-1(2H)-yl)-4-methylpentanamido)propanoic acid